N-(2-(7-fluoro-1-((1s,4s)-4-isopropylcyclohexyl)-3-oxo-1H-spiro[isoquinoline-4,4-piperidin]-2(3H)-yl)ethyl)aminosulfamide FC1=CC=C2C(=C1)C(N(C(C21CCNCC1)=O)CCNNS(=O)(=O)N)C1CCC(CC1)C(C)C